ClC=1C=C2N=C3CCCCC3=C(C2=CC1)NCCC(=C(C)NC=O)SSCC N-(5-((6-chloro-1,2,3,4-tetrahydroacridin-9-yl)amino)-3-(ethyldithio)pent-2-en-2-yl)carboxamide